[N+](=[N-])=CC(CC[C@@H](C(=O)OC(C)C)NC([C@H](C1=CC=C(C=C1)OC)OC)=O)=O isopropyl (S)-6-diazo-2-((S)-2-methoxy-2-(4-methoxyphenyl) acetamido)-5-oxohexanoate